(-)-m-Hydroxy-α-[(methylamino)methyl]benzyl alcohol hydrochloride Cl.OC=1C=C(C(CNC)O)C=CC1